(4S)-1-(5-{[2-Ethyl-6-(trifluoromethyl)phenyl]methoxy}pyridin-2-yl)-4-(hydroxymethyl)imidazolidin-2-one C(C)C1=C(C(=CC=C1)C(F)(F)F)COC=1C=CC(=NC1)N1C(N[C@@H](C1)CO)=O